C(C)C(CO)(CCCC)O 2-ethyl-hexane-1,2-diol